ClC=1C=C2C=C(N=CC2=C(N1)Cl)NC(=O)[C@H]1[C@H](C1)C |r| (±)-cis-N-(6,8-dichloro-2,7-naphthyridin-3-yl)-2-methyl-cyclopropanecarboxamide